1-hydroxydodecan-4-yl (2-(pyrrolidin-1-yl)ethyl)carbamate N1(CCCC1)CCNC(OC(CCCO)CCCCCCCC)=O